FC1(CCN(CC1)C(=O)C=1C=NC2=C(C=CC=C2C1)C1=CC=C2C(N(C3(C2=C1F)CC3)C)=O)F 6'-(3-(4,4-difluoropiperidine-1-carbonyl)quinolin-8-yl)-7'-fluoro-2'-methyl-spiro[cyclopropane-1,1'-isoindoline]-3'-one